COC(C1=CN=C(C=C1C1=C(C=CC=C1OC)F)C)=O 4-(2-fluoro-6-methoxyphenyl)-6-methylnicotinic acid methyl ester